tert-Butyl 6-[[6-(trifluoromethyl)pyridazin-3-yl]amino]-2-azaspiro[3.3]heptane-2-carboxylate FC(C1=CC=C(N=N1)NC1CC2(CN(C2)C(=O)OC(C)(C)C)C1)(F)F